(Z)-2-((4-((3H-[1,2,3]triazolo[4,5-b]pyridin-3-yl)oxy)-6-(morpholine-4-carbonyl)-quinolin-2-yl)-methylene)-1-acetylindolin-3-one N1=NN(C2=NC=CC=C21)OC2=CC(=NC1=CC=C(C=C21)C(=O)N2CCOCC2)\C=C\2/N(C1=CC=CC=C1C2=O)C(C)=O